FC1=C(C=CC(=C1)F)C(C)(O)C=1C=NC(=NC1)C=1CCN(CC1)C1=NC=NN2C1=CC(=C2)C=2C=NN(C2)C 1-(2,4-difluorophenyl)-1-(2-(1-(6-(1-methyl-1H-pyrazol-4-yl)pyrrolo[2,1-f][1,2,4]triazin-4-yl)-1,2,3,6-tetrahydropyridin-4-yl)pyrimidin-5-yl)ethan-1-ol